FC1(CC1)C1=CC=C(C=C1)B(O)O [4-(1-fluorocyclopropyl)phenyl]boronic acid